C(C)(C)C=1N(N=C2C=CC(=CC12)C1=NC(=NC=C1)C1(CC=C2C(=NC=NC2=C1)NC1CCOCC1)N)C 7-(4-(3-isopropyl-2-methyl-2H-indazol-5-yl)pyrimidin-2-yl)-N4-(tetrahydro-2H-pyran-4-yl)quinazoline-4,7-diamine